NC=1C(=CC(=C(C1)NC(=O)C1=NC=NC(=C1)C(=O)NC1=C(C=C(C(=C1)N)OCCOC)OCCOC)OCCOC)OCCOC N4,N6-bis(5-amino-2,4-bis(2-methoxyethoxy)phenyl)pyrimidine-4,6-dicarboxamide